C(C)[Si](CCCCC)(C)CC Diethylmethyl-(pentyl)silane